BrC1=C(C=C(S1)C1=CC=C(C2=NSN=C21)C=2SC(=C(C2)CCCCCC)Br)CCCCCC 4,7-bis(5-bromo-4-hexylthiophen-2-yl)benzo[c][1,2,5]Thiadiazole